C1(CCCC1)C1C2C=CC(C1)C2 5-cyclopentyl-bicyclo[2.2.1]hepta-2-ene